ClC1=C(C(N(C(N1CC#CC=1C=C2CCC(N(C2=CC1)C)=O)=O)C)=O)NC(CCC1=CC=C(C=C1)C)=O N-(6-chloro-3-methyl-1-(3-(1-methyl-2-oxo-1,2,3,4-tetrahydroquinolin-6-yl)prop-2-yn-1-yl)-2,4-dioxo-1,2,3,4-tetrahydropyrimidin-5-yl)-3-(p-tolyl)propanamide